n-amyl-4-cyanoterphenyl C(CCCC)C1=C(C=CC(=C1)C#N)C=1C(=CC=CC1)C1=CC=CC=C1